7-methoxy-2-phenylimidazo[1,2-a]pyridine COC1=CC=2N(C=C1)C=C(N2)C2=CC=CC=C2